7-(cyclopentylamino)-2-(((4-oxocyclohexyl)thio)methyl)quinazolin-4(3H)-one C1(CCCC1)NC1=CC=C2C(NC(=NC2=C1)CSC1CCC(CC1)=O)=O